(2R,4S)-1-[(2R)-2-(4-cyclopropyltriazol-1-yl)-3,3-dimethyl-butanoyl]-4-hydroxy-N-[1-(1-methyl-2-oxo-indolin-5-yl)ethyl]pyrrolidine-2-carboxamide C1(CC1)C=1N=NN(C1)[C@@H](C(=O)N1[C@H](C[C@@H](C1)O)C(=O)NC(C)C=1C=C2CC(N(C2=CC1)C)=O)C(C)(C)C